C1OCC12CN(C2)CC2=C(C(=CC=C2)Cl)CO (2-((2-oxa-6-azaspiro[3.3]hept-6-yl)methyl)-6-chlorophenyl)methanol